ClC1=C(C=CC=C1)CC(=O)NC1=CC(=NC=C1)C(=O)NC1(CCCC1)C#N 4-[[2-(2-chlorophenyl)acetyl]amino]-N-(1-cyanocyclopentyl)pyridine-2-carboxamide